2-formyl-5-hydroxypyridine C(=O)C1=NC=C(C=C1)O